2-[4-(4-hydroxy-3-iodophenoxy)-3,5-diiodophenyl]acetic acid OC1=C(C=C(OC2=C(C=C(C=C2I)CC(=O)O)I)C=C1)I